7-((trans)-4-((R)-3-(methylamino)piperidin-1-yl)cyclohexyl)-5-(4-phenoxyphenyl)-7H-pyrrolo[2,3-d]pyrimidin-4-amine CN[C@H]1CN(CCC1)[C@@H]1CC[C@H](CC1)N1C=C(C2=C1N=CN=C2N)C2=CC=C(C=C2)OC2=CC=CC=C2